Cl.ClC1=CC=C(C=C1)C=C(C(C=C)=O)C1=CC=CC=C1 1-(4-chlorophenyl)-2-phenylpentan-1,4-dien-3-one hydrochloride